Cl.C(N)(=N)C=1C(=C(CNC(C(C)C)=O)C=CC1Cl)F N-(3-carbamimidoyl-4-chloro-2-fluorobenzyl)isobutyramide hydrochloride